O1C(CCC=C1)CO[Si](C(C)(C)C)(C1=CC=CC=C1)C1=CC=CC=C1 ((3,4-dihydro-2H-pyran-2-yl)methoxy)(diphenyl)(tert-butyl)silane